Methyl-4-((1-methyl-9-(1-methyl-1H-pyrazol-4-yl)-6,7-dihydro-5H-benzo[c][1,2,3]triazolo[1,5-a]azepin-7-yl)amino)benzoate COC(C1=CC=C(C=C1)NC1C2=C(C=3N(CC1)N=NC3C)C=CC(=C2)C=2C=NN(C2)C)=O